N-{3-[6-(2-methoxyacetyl)-4-methylpyridin-3-yl]-1-methyl-2-oxo-1,6-naphthyridin-7-yl}cyclopropanecarboxamide COCC(=O)C1=CC(=C(C=N1)C=1C(N(C2=CC(=NC=C2C1)NC(=O)C1CC1)C)=O)C